C(C)(C)(C)OC(=O)C=1C=CNC=CC1 (R)-4-tert-butoxycarbonyl-1H-azepine